Niobium tin [Sn].[Nb]